(S)-6-(1-amino-1,3-dihydrospiro[indene-2,4'-piperidine]-1'-yl)-3-(1-(2-aminophenyl)cyclopropyl)-1,5-dihydro-4H-pyrazolo[3,4-d]pyrimidin-4-one N[C@@H]1C2=CC=CC=C2CC12CCN(CC2)C=2NC(C1=C(N2)NN=C1C1(CC1)C1=C(C=CC=C1)N)=O